phenyl-sulphonate Phenyl-((S)-5-amino-1-((2S,4R)-2-(((S)-1-(4-ethynylphenyl)ethyl)carbamoyl)-4-hydroxypyrrolidin-1-yl)-3,3-dimethyl-1-oxopentan-2-yl)carbamate C1(=CC=CC=C1)N(C(O)=O)[C@H](C(=O)N1[C@@H](C[C@H](C1)O)C(N[C@@H](C)C1=CC=C(C=C1)C#C)=O)C(CCN)(C)C.C1(=CC=CC=C1)S(=O)(=O)O